C1CCC2=C(C=CC=C12)C1=C(C=C2C(=N1)C(=NN2C(=O)OC(C)(C)C)I)OC tert-butyl 5-(2,3-dihydro-1H-inden-4-yl)-3-iodo-6-methoxy-1H-pyrazolo[4,3-b]pyridine-1-carboxylate